C(C)(=O)C1=CN(C2=CC=C(C=C12)C=1C=NC(=NC1)C)CC(=O)N1[C@@H]2C[C@@H]2C[C@H]1C(=O)NC=1C(=C(C=CC1)C1=C(C=CC=C1)Cl)F (1R,3S,5R)-2-(2-(3-acetyl-5-(2-methylpyrimidin-5-yl)-1H-indol-1-yl)acetyl)-N-(2'-chloro-2-fluorobiphenyl-3-yl)-2-azabicyclo[3.1.0]hexane-3-carboxamide